4-((5-carbamoyl-2-methylphenyl)azo)-3-hydroxy-N-phenylnaphthalene-2-carboxamide C(N)(=O)C=1C=CC(=C(C1)N=NC1=C(C(=CC2=CC=CC=C12)C(=O)NC1=CC=CC=C1)O)C